N1C(=NC2=C1C=CC=C2)CNC2=NC(=NC=1N2N=CC1C1=CC=C(C=C1)F)N1CCOCC1 N-[(1H-benzimidazol-2-yl)methyl]-8-(4-fluorophenyl)-2-(morpholin-4-yl)pyrazolo[1,5-a][1,3,5]triazin-4-amine